FC=1C=C(C=CC1)C1=CC(=CC=C1)OC 3-FLUORO-3'-METHOXYBIPHENYL